3-[3-(dimethylamino)propoxy]pentane-1,2,4,5-tetraol CN(CCCOC(C(CO)O)C(CO)O)C